COC=1C=C(N)C=CC1OC1CC(C1)N1CCOCC1 3-methoxy-4-((1s,3s)-3-morpholinocyclobutoxy)aniline